4-[(E)-(4-fluoro-1-naphthalenyl)[(2-propyn-1-yloxy)imino]methyl]-5-hydroxy-2,6-dimethyl-3(2H)-pyridazinone FC1=CC=C(C2=CC=CC=C12)\C(\C=1C(N(N=C(C1O)C)C)=O)=N/OCC#C